(1R,2S)-N-(4-(2,6-dimethoxyphenyl)-5-methyl-4H-1,2,4-triazol-3-yl)-1-methoxy-1-(5-methylpyrimidin-2-yl)propane-2-sulfonamide COC1=C(C(=CC=C1)OC)N1C(=NN=C1C)NS(=O)(=O)[C@H]([C@@H](C1=NC=C(C=N1)C)OC)C